(±)-tert-butyl 3-methylpiperazine-1-carboxylate C[C@@H]1CN(CCN1)C(=O)OC(C)(C)C |r|